3,3'-(1H-pyrrole-3,4-diyl)bis(prop-2-yn-1-amine) N1C=C(C(=C1)C#CCN)C#CCN